Cl.Cl.C(C1=CC=CC=C1)C1CN=C(N1)SCCCC1=CC=NC=C1 4-(3-((5-benzyl-4,5-dihydro-1H-imidazol-2-yl)thio)propyl)pyridine dihydrochloride